2-(6-(((1R,3s,5S)-9-azabicyclo[3.3.1]nonan-3-yl)(methyl)amino)pyridazin-3-yl)-5-(1H-imidazol-1-yl)phenol [C@H]12CC(C[C@H](CCC1)N2)N(C2=CC=C(N=N2)C2=C(C=C(C=C2)N2C=NC=C2)O)C